11-bromodibenzo[f,H]quinoline BrC1=CC=2C(=C3C(=C4C=CC=NC24)C=CC=C3)C=C1